ClC1=C(C(=C(CNC(C(C)C)=O)C=C1)F)C=1NC(C=C(N1)C=1C=NC(=CC1)OCCOC(C)C)=O N-(4-chloro-2-fluoro-3-{4-[6-(2-isopropoxyethoxy)pyridin-3-yl]-6-oxo-1,6-dihydropyrimidin-2-yl}benzyl)isobutyramide